ClC1=C(C#N)C(=CC=N1)NC1=CC=2C3=C(C(N(C2C=C1)C)=O)O[C@H](C[C@@H](N3)C)C 2-chloro-4-(((2S,4S)-2,4,7-trimethyl-6-oxo-1,2,3,4,6,7-hexahydro-[1,4]oxazepino[2,3-c]quinolin-10-yl)amino)nicotinonitrile